(2R,3R,4S,5R)-2-(4-amino-7H-pyrrolo[2,3-d]pyrimidin-7-yl)-5-(1-(4-chlorophenyl)ethyl)tetrahydrofuran-3,4-diol NC=1C2=C(N=CN1)N(C=C2)[C@@H]2O[C@@H]([C@H]([C@H]2O)O)C(C)C2=CC=C(C=C2)Cl